NCCCNC(=O)C1=NC2=CC=CC=C2C=C1NC1=CC=C(C=C1)OC N-(3-aminopropyl)-3-((4-methoxyphenyl)amino)quinoline-2-carboxamide